CS(=O)(=O)C=1C=C(C=NC1)CC1CC2(CNC2)C1 6-[(5-methylsulfonyl-3-pyridyl)methyl]-2-azaspiro[3.3]heptane